tert-butyl 5-amino-3-(1-(tert-butoxycarbonyl) piperidin-4-yl)-1H-indazole-1-carboxylate NC=1C=C2C(=NN(C2=CC1)C(=O)OC(C)(C)C)C1CCN(CC1)C(=O)OC(C)(C)C